C(#N)CCOCCOCCC#N 1,2-di(cyanoethoxy)ethane